1,3-bis(4-aminobutyl)-1,1,3,3-tetramethyldisiloxane NCCCC[Si](O[Si](C)(C)CCCCN)(C)C